ClC=1C=C2C(=C(N1)OCC1=C(C=C(C=C1)Cl)F)NN=C2 5-chloro-7-((4-chloro-2-fluorobenzyl)oxy)-1H-pyrazolo[3,4-c]Pyridine